((7-(5-fluoro-2-(((3S,4R)-3-hydroxytetrahydro-2H-pyran-4-yl)amino)pyrimidin-4-yl)-1-isopropyl-4-oxo-1,4-dihydroquinolin-2-yl)methyl)piperidine-4-carbonitrile FC=1C(=NC(=NC1)N[C@H]1[C@@H](COCC1)O)C1=CC=C2C(C=C(N(C2=C1)C(C)C)CN1CCC(CC1)C#N)=O